2-bromo-4-(4-(difluoromethoxy)phenyl)-5-isopropylthiazole BrC=1SC(=C(N1)C1=CC=C(C=C1)OC(F)F)C(C)C